5-(4-(piperazine-1-carbonyl)phenyl)-N-(4-chlorophenyl)nicotinamide N1(CCNCC1)C(=O)C1=CC=C(C=C1)C=1C=NC=C(C(=O)NC2=CC=C(C=C2)Cl)C1